ClC1=C(C=CC=C1)C1N(CCCCC1)C=1N=CC(=NC1)C(=O)N[C@H](C)\C=C\S(=O)(=O)C 5-(2-(2-chlorophenyl)azepan-1-yl)-N-((R,E)-4-(methylsulfonyl)but-3-en-2-yl)pyrazine-2-carboxamide